sodium (S)-3-(3-(1-methyl-4-oxido-2-oxo-1,2-dihydropyridin-3-yl)ureido)-3-(6-phenylpyridin-2-yl)propanoate CN1C(C(=C(C=C1)[O-])NC(N[C@@H](CC(=O)[O-])C1=NC(=CC=C1)C1=CC=CC=C1)=O)=O.[Na+].[Na+]